COC1=CC=C(C(C2=CC=C(C=C2)OC)(C2=CC=CC=C2)OC[C@@H]2[C@H](C[C@@H](O2)N2C(=O)NC(=O)C(C)=C2)O)C=C1 5'-O-(4,4'-dimethoxytrityl)deoxythymidine